CC1=NN(C2=NC(=NC=C21)N2CCC1(CN(C1)C1=NC=CC(=C1)C(F)(F)F)CC2)C2COC2 7-[3-methyl-1-(oxetan-3-yl)-1H-pyrazolo[3,4-d]pyrimidin-6-yl]-2-[4-(trifluoromethyl)pyridin-2-yl]-2,7-diazaspiro[3.5]nonane